1-(tert-butyl) 2-methyl (S)-4-methylene-5-oxopyrrolidine-1,2-dicarboxylate C=C1C[C@H](N(C1=O)C(=O)OC(C)(C)C)C(=O)OC